C(C)OC1=CC(=NC2=C(C(=CC=C12)C(=O)C(C#N)C#N)F)C1=CC=CC=C1 2-(4-ethoxy-8-fluoro-2-phenylquinoline-7-carbonyl)malononitrile